S1C=CC2=C1C=NC=C2N Thieno[2,3-c]pyridin-4-amine